(Z)-2-(hydroxyimino)-6-methoxy-2,3-dihydro-1H-inden-1-one O\N=C\1/C(C2=CC(=CC=C2C1)OC)=O